lithium 3,5-di-tert-butyl-2-(methoxymethoxy)-1,1'-biphenyl C(C)(C)(C)C=1C(=C(C=C(C1)C(C)(C)C)C1=CC=CC=C1)OCOC.[Li]